4-aminobenzoic acid HCl Cl.NC1=CC=C(C(=O)O)C=C1